(S)-N-(6-(4-(1-hydroxycyclopropyl)piperidin-1-yl)-2-(hydroxymethyl)-2-methyl-2,3-dihydrobenzofuran-5-yl)pyrazolo[1,5-a]pyrimidine-3-carboxamide OC1(CC1)C1CCN(CC1)C1=CC2=C(C[C@@](O2)(C)CO)C=C1NC(=O)C=1C=NN2C1N=CC=C2